(3R)-3-{[2-(6-Fluoropyridin-3-yl)[1,2,4]triazolo[1,5-c]quinazolin-5-yl]amino}azepin-2-one FC1=CC=C(C=N1)C1=NN2C(=NC=3C=CC=CC3C2=N1)NC=1C(N=CC=CC1)=O